2,2,2-Trifluoroethyl 2-((4-((R)-4-(3-chlorophenyl)-3-methylpiperazine-1-carbonyl)-2-nitrophenyl)sulfinyl)acetate ClC=1C=C(C=CC1)N1[C@@H](CN(CC1)C(=O)C1=CC(=C(C=C1)S(=O)CC(=O)OCC(F)(F)F)[N+](=O)[O-])C